C(C1=CC=CC=C1)OC=1C=C(C=C([N+](=O)[O-])CC)C=CC1OC 3-benzyloxy-4-methoxy-β-ethyl-β-nitrostyrene